4-bromo-6-fluoro-2-hydroxy-3-(2-oxoethyl)benzonitrile BrC1=C(C(=C(C#N)C(=C1)F)O)CC=O